C(C)(=O)N(C1=C(C=C(C=C1)C1=CC=C(C=N1)C(=O)NCC=1C=NC=CC1)C)CC1COC1 6-[4-[acetyl-(oxetan-3-ylmethyl)amino]-3-methyl-phenyl]-N-(3-pyridylmethyl)pyridine-3-carboxamide